4-{[5'-(hydroxymethyl)-2,3'-bithiophene-5-yl]methyl}-2,4-dihydro-3H-1,2,4-triazol-3-one OCC1=CC(=CS1)C=1SC(=CC1)CN1C(NN=C1)=O